4-(7-Chloro-8-fluoro-2-(methylthio)pyrido[4,3-d]pyrimidin-4-yl)-6-methyl-1,4-oxazepan-6-ol ClC1=C(C=2N=C(N=C(C2C=N1)N1CCOCC(C1)(O)C)SC)F